(R)-7,7-Dimethyl-2-(1H-indol-4-yl)-6-(4-difluoromethoxybenzoyl)-4-(3-methylmorpholine-4-yl)-6,7-dihydro-5H-pyrrolo[3,4-d]pyrimidine CC1(N(CC2=C1N=C(N=C2N2[C@@H](COCC2)C)C2=C1C=CNC1=CC=C2)C(C2=CC=C(C=C2)OC(F)F)=O)C